ClC1=CC(=C(COC2=CC=CC(=N2)C2CCN(CC2)CC2=NC=C(C=C2)[N+](=O)[O-])C=C1)F 2-((4-(6-((4-chloro-2-fluorobenzyl)oxy)pyridin-2-yl)piperidin-1-yl)methyl)-5-nitropyridine